C(C)(=O)NCCCN1C(CCC1)=O 1-(3-acetamidopropyl)-2-pyrrolidone